N-{(6R)-2-[6-chloro-4-(2,6-difluorophenyl)-5-fluoro-1,2-benzoxazol-3-yl]-7,7-difluoro-3-oxo-2,5,6,7-tetrahydro-3H-pyrrolo[1,2-c]imidazol-6-yl}methanesulfonamide ClC1=CC2=C(C(=NO2)N2C(N3C(=C2)C([C@@H](C3)NS(=O)(=O)C)(F)F)=O)C(=C1F)C1=C(C=CC=C1F)F